6-Amino-2-(2-methoxyphenylthio)benzenecarbonitrile NC1=CC=CC(=C1C#N)SC1=C(C=CC=C1)OC